CC=1NC(=C(N1)N)C 2,5-dimethyl-4-aminoimidazole